C1=CC=CC=2C3=CC=CC=C3C(C12)COC(=O)NC(C)(CC1=CC(=CC=C1)I)C (2S)-2-[9H-fluoren-9-ylmethoxycarbonylamino]-3-(3-iodophenyl)-2-methylpropane